CC1(OB(OC1(C)C)C1=CC=C(C=C1)C1=CC=NS1)C 5-(4-(4,4,5,5-Tetramethyl-1,3,2-dioxaborolan-2-yl)phenyl)isothiazole